[NH4+].[NH4+].CC(=C(OP([O-])([O-])=O)C)C dimethyl-propenyl-phosphoric acid-diammonium salt